C1(CCCCC1)N1C(N(C(C(C1=O)C(=O)NCC(=O)O)=O)C1CCCCC1)=O 2-[(1,3-dicyclohexyl-2,4,6-trioxo-1,3-diazinane-5-carbonyl)amino]acetic acid